2-[2-(2-tert-butoxyethoxy)ethoxy]-2-methyl-propane C(C)(C)(C)OCCOCCOC(C)(C)C